C(#N)C(C(=O)OC1=CC(=CC=C1)OC(C(=C(C1=CC=CC=C1)C1=CC=CC=C1)C#N)=O)=C(C1=CC=CC=C1)C1=CC=CC=C1 1,3-bis-[(2-cyano-3,3-diphenylacryloyl)oxy]benzene